OC=1C=C(C=CC1O)C(CNC)O L-1-(3',4'-dihydroxyphenyl)-2-methylaminoethan-1-ol